4-(2-methyl-6-propionylpyridin-3-yl)piperazine CC1=NC(=CC=C1N1CCNCC1)C(CC)=O